CC=1CC2=C(C(=C(C=C2C1)C(C)(C)C)OC)C1=CC(=CC(=C1)C)C 2-methyl-5-tert-butyl-6-methoxy-7-(3,5-dimethylphenyl)-1H-indene